3-(9-((4-(aminomethyl)-3-chlorophenyl)carbamoyl)-4,5-dihydrobenzo[b]thieno[2,3-d]oxepin-8-yl)-6-(propylcarbamoyl)picolinic acid NCC1=C(C=C(C=C1)NC(=O)C1=CC2=C(OCCC3=C2SC=C3)C=C1C=1C(=NC(=CC1)C(NCCC)=O)C(=O)O)Cl